(4-chloro-2-fluorophenyl)-5-({3-fluoro-2-[(methylsulfamoylsulfonyl)amino]pyridin-4-yl}methyl)-4-(trifluoromethyl)pyridin-3-amine ClC1=CC(=C(C=C1)C1=NC=C(C(=C1N)C(F)(F)F)CC1=C(C(=NC=C1)NS(=O)(=O)S(NC)(=O)=O)F)F